3-(3-methoxyphenyl)-1-methylazepan-2-one COC=1C=C(C=CC1)C1C(N(CCCC1)C)=O